1-methyl-2-oxabicyclo[2.2.1]heptane-4-carbonyl chloride CC12OCC(CC1)(C2)C(=O)Cl